N[C@@H]1[C@@H](OCC1)C1=C(C2=NC(=CC(=C2S1)NCC=1SC=CC1)Cl)Br 2-(cis-3-aminotetrahydrofuran-2-yl)-3-bromo-5-chloro-N-(thiophen-2-ylmethyl)thieno[3,2-b]pyridin-7-amine